(+)-1-[3-[[2-fluoro-4-(trifluoromethyl)phenyl]methoxy]azetidine-1-carbonyl]-N,N-dimethyl-pyrrolidine-3-carboxamide FC1=C(C=CC(=C1)C(F)(F)F)COC1CN(C1)C(=O)N1CC(CC1)C(=O)N(C)C